C(CCCCCCCCCCCCCCCCC)(=[O+][O-])[O-].[V+4].C(CCCCCCCCCCCCCCCCC)(=[O+][O-])[O-].C(CCCCCCCCCCCCCCCCC)(=[O+][O-])[O-].C(CCCCCCCCCCCCCCCCC)(=[O+][O-])[O-] vanadium(IV) stearate oxide